(1-(4-chlorophenyl)cyclopentyl)methanamine ClC1=CC=C(C=C1)C1(CCCC1)CN